C(C)OC(=O)C=1C(=NC(=CC1C1=CC=NC=C1OC([2H])([2H])[2H])C([2H])([2H])[2H])Cl chloro-5'-(methoxy-d3)-6-(methyl-d3)-[4,4'-bipyridine]-3-carboxylic acid ethyl ester